2-ethyl-2,8-dimethyl-2,3-dihydro-4H-benzo[e][1,3]oxazin-4-one C(C)C1(OC2=C(C(N1)=O)C=CC=C2C)C